BrC=1C(=C(SC1)NC(CN1C(C=CC2=CC=C(C=C12)OC(F)(F)F)=O)=O)C1=NC=NN1 N-(4-Bromo-3-(1H-1,2,4-triazol-5-yl)thiophen-2-yl)-2-(2-oxo-7-(trifluoromethoxy)quinolin-1(2H)-yl)acetamide